FC(C(=O)O)(F)F.C(C)(=O)O acetic acid (29e)-trifluoroacetic acid salt